Methyl (E)-1-(2-(((tert-butoxycarbonyl)amino)methyl)-3-fluoroallyl)-1H-pyrazole-3-carboxylate C(C)(C)(C)OC(=O)NC/C(/CN1N=C(C=C1)C(=O)OC)=C\F